C(C)(C)(C)OC(=O)N1CCC(CC1)(C(=O)O)OC 1-(tert-butoxy-carbonyl)-4-methoxy-piperidine-4-carboxylic acid